CNC(=O)C1CCC2(C(C(CC(C2)=O)=O)C(=O)OCC)CC1 ethyl 9-(methylcarbamoyl)-2,4-dioxo-spiro[5.5]undecane-5-carboxylate